O1C=C(CC1)C1=NC(=C(C#N)C=C1)NC=1C(=NC=CC1)C 6-(4,5-dihydrofuran-3-yl)-2-((2-methylpyridin-3-yl)amino)nicotinonitrile